3-(4-ethoxyphenyl)-1-(2-hydroxyethyl)-1-((2-oxo-6,8-bis(trifluoromethyl)-1,2-dihydroquinolin-3-yl)methyl)urea C(C)OC1=CC=C(C=C1)NC(N(CC=1C(NC2=C(C=C(C=C2C1)C(F)(F)F)C(F)(F)F)=O)CCO)=O